NC1=C(C(=NN1C(CO)C)C1=CC=C(C=C1)CC(NC1=CC(=NO1)C12CCC(CC1)(C2)C(F)(F)F)=O)C(=O)N 5-Amino-1-(1-hydroxypropan-2-yl)-3-[4-[([3-[4-(trifluoromethyl)bicyclo[2.2.1]heptan-1-yl]-1,2-oxazol-5-yl]carbamoyl)methyl]phenyl]pyrazole-4-carboxamide